trans-1,2-di(4-pyridyl)diazene N1=CC=C(C=C1)N=NC1=CC=NC=C1